[Si](C)(C)(C(C)(C)C)OCCN(C=1C=CC=C2C(C=C(OC12)C1=CC=NC=C1)=O)C 8-((2-((tert-butyldimethylsilyl)oxy)ethyl)(methyl)amino)-2-(pyridin-4-yl)-4H-chromen-4-one